C(#N)C=1N(C2=C(C=C(C=C2C1C)C)S(=O)(=O)N(CC=1NC2=C(C(N(C=C2)C2CCOCC2)=O)N1)C)S(=O)(=O)C1=CC=C(C)C=C1 2-cyano-N,3,5-trimethyl-N-((4-oxo-5-(tetrahydro-2H-pyran-4-yl)-4,5-dihydro-1H-imidazo[4,5-c]pyridin-2-yl)methyl)-1-tosyl-1H-indole-7-sulfonamide